Benzyl (S)-allyl(1-(2-bromo-5-chlorophenyl)but-3-en-1-yl)carbamate C(C=C)N(C(OCC1=CC=CC=C1)=O)[C@@H](CC=C)C1=C(C=CC(=C1)Cl)Br